C(C)OC(\C=C\C1(CC1)NC(=O)OC(C)(C)C)=O (E)-3-[1-(tert-butoxycarbonylamino)cyclopropyl]prop-2-enoic acid ethyl ester